C1(CC1)C1N2C(COC1)=CC(=N2)SC2=CC=CC=C2 7-cyclopropyl-2-(phenylsulfanyl)-6,7-dihydro-4H-pyrazolo[5,1-C][1,4]oxazine